FC1=CC=C(C=C1)C1=CC=CC2=C1N(C=N2)CCC[C@H]2NCCC[C@@H]2O (2R,3S)-2-(3-(7-(4-fluorophenyl)-1H-benzo[d]imidazol-1-yl)propyl)piperidin-3-ol